BrC1=C(C=C(C(=C1)S(N(C=1N=CSC1)CC1=CC=C(C=C1)OC)(=O)=O)F)N[C@@H]1CN(CC1)C(=O)OC(C)(C)C tert-butyl (S)-3-((2-bromo-5-fluoro-4-(N-(4-methoxybenzyl)-N-(thiazol-4-yl)sulfamoyl)phenyl)amino)pyrrolidine-1-carboxylate